1,2,3-triisopropylimidazolium C(C)(C)N1C(=[N+](C=C1)C(C)C)C(C)C